N-methyl-3-(4-methoxyphenyl)propane-1-amine CNCCCC1=CC=C(C=C1)OC